4,N-dimethyl-N-[1-(naphthalen-1-yl)ethyl]benzenesulfonamide CC1=CC=C(C=C1)S(=O)(=O)N(C(C)C1=CC=CC2=CC=CC=C12)C